C1(CC1)[C@H](CP(OCC)(=O)C)C1=CC(=CC=C1)OCC1CCC(CC1)C1=C(C=CC(=C1)OC)C(F)(F)F ethyl ((S)-2-cyclopropyl-2-(3-(((1r,4S)-4-(5-methoxy-2-(trifluoromethyl)phenyl)cyclohexyl)methoxy)phenyl)ethyl)(methyl)phosphinate